(1S,2R,4aS,6aR,6bS,8aR,12aS,14aR,14bS)-11-cyano-N-hydroxy-1,2,6a,6b,9,9,12a-heptamethyl-10,14-dioxo-1,3,4,5,6,6a,6b,7,8,8a,9,10,12a,14,14a,14b-hexadecahydropicene-4a(2H)-carboxamide C(#N)C=1C(C([C@@H]2CC[C@]3([C@@]4(CC[C@]5(CC[C@H]([C@@H]([C@H]5[C@H]4C(C=C3[C@]2(C1)C)=O)C)C)C(=O)NO)C)C)(C)C)=O